[Si](C1=CC=CC=C1)(C1=CC=CC=C1)(C(C)(C)C)OCCC1=NC(=CC=C1S(=O)(=O)Cl)Cl 2-[2-[(tert-butyldiphenylsilyl)oxy]ethyl]-6-chloropyridine-3-sulfonyl chloride